NCC(=O)O.P(OC([C@@H](C1=CC=C(C=C1)OS(=O)(=O)C)SC1=NC(=C(C(=C1C#N)CC)C#N)N(C)C)=O)(O)(=O)N (R)-(2-((3,5-dicyano-6-(dimethylamino)-4-ethylpyridin-2-yl) thio)-2-(4-((methylsulfonyl) oxy) phenyl) acetyl) phosphoramidate glycine salt